(2-fluorophenyl)-1H-pyrrole-3-nitrile FC1=C(C=CC=C1)N1C=C(C=C1)C#N